Di(heptadecan-9-yl) 9-((2-oxaspiro[3.3]heptan-6-yl)amino)heptadecanedioate C1OCC12CC(C2)NC(CCCCCCCC(=O)OC(CCCCCCCC)CCCCCCCC)CCCCCCCC(=O)OC(CCCCCCCC)CCCCCCCC